2-bromo-6-(1-(1-ethoxyethyl)-1H-pyrazol-4-yl)-7-fluoro-5-isopropoxy-[1,2,4]triazolo[1,5-a]pyridine BrC1=NN2C(C=C(C(=C2OC(C)C)C=2C=NN(C2)C(C)OCC)F)=N1